4-methyl-5-(2'-hydroxyethyl)thiazole CC=1N=CSC1CCO